7-[2-[(1S,5R)-3-methyl-3-azabicyclo[3.1.0]hexane-1-yl]ethynyl]-N4-(4-phenoxyphenyl)quinazoline-4,6-diamine CN1C[C@]2(C[C@H]2C1)C#CC1=C(C=C2C(=NC=NC2=C1)NC1=CC=C(C=C1)OC1=CC=CC=C1)N